[N-](S(=O)(=O)C(F)(F)F)S(=O)(=O)C(F)(F)F.C(C)C1=NC=CN1C ethyl-3-methylimidazole bis(trifluoromethylsulfonyl)imide salt